C(C)(C)(C)C1=CC=C(O1)C1=NC(=CC=2N1N=C(N2)C)NC(=O)C2CC2 N-[5-(5-tert-butylfuran-2-yl)-2-methyl-[1,2,4]triazolo[1,5-c]pyrimidin-7-yl]cyclopropanecarboxamide